(±)-trans-N-(1,3-Benzoxazol-4-yl)-4-phenylpyrrolidine-3-carboxamide dihydrochloride Cl.Cl.O1C=NC2=C1C=CC=C2NC(=O)[C@@H]2CNC[C@H]2C2=CC=CC=C2 |r|